(1r,4r)-4-(3-(2-(difluoromethoxy)-6-methoxypyridin-3-yl)-1-(2-isopropylphenyl)ureido)-N-(methylsulfonyl)cyclohexane-1-carboxamide FC(OC1=NC(=CC=C1NC(N(C1=C(C=CC=C1)C(C)C)C1CCC(CC1)C(=O)NS(=O)(=O)C)=O)OC)F